(2S,4r)-N-[(2-cyclopropylthiazol-4-yl)methyl]-1-[(2S)-2-(4-cyclopropyltriazol-1-yl)-3,3-dimethyl-butyryl]-4-hydroxy-pyrrolidine-2-carboxamide C1(CC1)C=1SC=C(N1)CNC(=O)[C@H]1N(C[C@@H](C1)O)C([C@H](C(C)(C)C)N1N=NC(=C1)C1CC1)=O